N-(3-(tert-butyl)-5-cyanophenyl)-1-(2,5-dimethoxyphenyl)-5-methyl-1H-1,2,3-triazole-4-carboxamide C(C)(C)(C)C=1C=C(C=C(C1)C#N)NC(=O)C=1N=NN(C1C)C1=C(C=CC(=C1)OC)OC